CC1(C)CC(C(C(C)=C1\C=C\C(\C)=C\C=C\C(\C)=C\C=C\C=C(/C)\C=C\C=C(/C)\C=C\C1=C(C)C(C(CC1(C)C)O)O)O)O β-carotene-3,4,3',4'-tetrol